FC(C#C)(CC(CCC(C)C)C1=C(CC(CC1)(C)C)C(=O)[O-])F 2-(3,3-difluoro-8-methylnon-1-yn-5-yl)-5,5-dimethylcyclohex-1-ene-1-carboxylate